FC(C1CC(CN1C)N(C([O-])=O)C=1N=CC2=C(C(=C(C=C2C1)C1=C(C2=C(OCCN2)N=C1)C)F)N)F 5-(Difluoromethyl)-1-methylpyrrolidin-3-yl(8-amino-7-fluoro-6-(8-methyl-2,3-dihydro-1H-pyrido[2,3-b][1,4]oxazin-7-yl)isoquinolin-3-yl)carbamate